perfluorophenyl 2-(3-chloro-4'-hydroxy-[1,1'-biphenyl]-4-yl)acetate ClC=1C=C(C=CC1CC(=O)OC1=C(C(=C(C(=C1F)F)F)F)F)C1=CC=C(C=C1)O